P(=O)(OCC)(OCC)OCC([C@H](C[C@H]1C(NCC1)=O)NC([C@@H](NC(=O)C=1NC2=CC=CC(=C2C1)OC)CC(C)C)=O)=O diethyl (3S)-3-({N-[(4-methoxy-1H-indol-2-yl)carbonyl]-L-leucyl}amino)-2-oxo-4-[(3S)-2-oxopyrrolidin-3-yl]butyl phosphate